(2R,3R,4R,5R)-2-((benzoyloxy)methyl)-5-(9H-purin-9-yl)tetrahydrofuran-3,4-diyl dibenzoate C(C1=CC=CC=C1)(=O)O[C@@H]1[C@H](O[C@H]([C@@H]1OC(C1=CC=CC=C1)=O)N1C2=NC=NC=C2N=C1)COC(C1=CC=CC=C1)=O